2-(4,5-dichloro-6-oxopyridazin-1(6H)-yl)-3-hydroxy-N-(4-methyl-3-(N-(2-(pyridin-2-yl)ethyl)sulfamoyl)phenyl)propanamide ClC=1C=NN(C(C1Cl)=O)C(C(=O)NC1=CC(=C(C=C1)C)S(NCCC1=NC=CC=C1)(=O)=O)CO